FC(C)(F)C1=CC=C(C=N1)[C@@H]1COC2=C(O1)C(=CC(=C2)CN2C=NC=1C2=NC=CC1)OC |r| racemic-3-((2-(6-(1,1-difluoroethyl)pyridin-3-yl)-8-methoxy-2,3-dihydrobenzo[b][1,4]dioxin-6-yl)methyl)-3H-imidazo[4,5-b]pyridine